tris(dibenzylacetone) dipalladium (0) [Pd].[Pd].C(C1=CC=CC=C1)C(C(C)=O)CC1=CC=CC=C1.C(C1=CC=CC=C1)C(C(C)=O)CC1=CC=CC=C1.C(C1=CC=CC=C1)C(C(C)=O)CC1=CC=CC=C1